N-(4-((4-(4-(Ethoxymethoxy)-3-(trifluoromethyl)phenyl)piperazin-1-yl)sulfonyl)phenyl)-2-(N-methylmethylsulfonamido)benzamide C(C)OCOC1=C(C=C(C=C1)N1CCN(CC1)S(=O)(=O)C1=CC=C(C=C1)NC(C1=C(C=CC=C1)N(S(=O)(=O)C)C)=O)C(F)(F)F